C1(=CC=CC=C1)C=1N=C(NC1C1=CC=CC=C1)C1=C(C=C(C=C1)OC)O 4,5-diphenyl-2-(2-hydroxy-4-methoxyphenyl)-imidazole